6-(((2S,3R,4R,5R)-2,3,4,5,6-pentahydroxyhexyl)carbamoyl)naphthalen-2-yl-4-guanidinobenzoic acid O[C@@H](CNC(=O)C=1C=C2C=CC(=CC2=CC1)C1=C(C(=O)O)C=CC(=C1)NC(=N)N)[C@H]([C@@H]([C@@H](CO)O)O)O